7-amino-6H-anthracene NC=1CCC=2C=C3C=CC=CC3=CC2C1